3-fluoro-4-(1-methoxy-2-methyl-1-oxopropan-2-yl)benzoic acid FC=1C=C(C(=O)O)C=CC1C(C(=O)OC)(C)C